COCCNC1=CC=C(C=C1)N (beta-methoxyethyl)-p-phenylenediamine